propargyl citronellate C(CC(C)CCC=C(C)C)(=O)OCC#C